O[C@@]1(C(N(CC1)C)=O)C=1N=NN(C1)C1=NC(=CC=C1)C1=NC(=NC=C1)N[C@@H](C)C=1C=NN(C1)C (R)-3-hydroxy-1-methyl-3-(1-(6-(2-(((S)-1-(1-methyl-1H-pyrazol-4-yl)ethyl)amino)pyrimidin-4-yl)pyridin-2-yl)-1H-1,2,3-triazol-4-yl)pyrrolidin-2-one